1,1,1,4,5,5,5-heptafluoro-4-(trifluoromethyl)-2-iodopent-2-ene FC(C(=CC(C(F)(F)F)(C(F)(F)F)F)I)(F)F